methyl (S)-2-(2-(3-(tert-butoxy)-2-((tert-butoxycarbonyl)amino)-3-oxopropyl)thiazol-4-yl)oxazol-4-carboxylate C(C)(C)(C)OC([C@H](CC=1SC=C(N1)C=1OC=C(N1)C(=O)OC)NC(=O)OC(C)(C)C)=O